arsonium sodium [Na+].[AsH4+]